1-decyl-dimethyl-methoxysilane C(CCCCCCCCC)CO[SiH](C)C